5,6-diethyl-3-[(4-fluorophenyl)sulfanyl]pyridazine-4-carbonitrile C(C)C=1C(=C(N=NC1CC)SC1=CC=C(C=C1)F)C#N